methyl (R)-3-bromo-6-(bromomethyl)-2-((tetrahydro-2H-pyran-3-yl) oxy)benzoate BrC=1C(=C(C(=O)OC)C(=CC1)CBr)O[C@H]1COCCC1